OC(CC1=NC=CC(=C1)C1=C2C(=NC=C1)C=C(O2)C=2C=CC(=NC2)C(=O)N2CC(C2)O)(C)C (5-(7-(2-(2-hydroxy-2-methylpropyl)pyridin-4-yl)furo[3,2-b]pyridin-2-yl)pyridin-2-yl)(3-hydroxyazetidin-1-yl)methanone